1-((7-((2,4-difluorophenoxy)methyl)benzo[d]thiazol-2-yl)methyl)-3-nitropyridin-2(1H)-one FC1=C(OCC2=CC=CC=3N=C(SC32)CN3C(C(=CC=C3)[N+](=O)[O-])=O)C=CC(=C1)F